9-(dodecyloxy)-9-oxononanoic acid C(CCCCCCCCCCC)OC(CCCCCCCC(=O)O)=O